1-epoxypropyl-3-methylimidazolium chloride [Cl-].C(CC)[N+]1=C2N(C(=C1)O2)C